BrCCCCCCC1=CC=C(C=C1)CCCC=O 4-(6-bromohexyl)oxobutylbenzene